O1CCN(CC1)C=1C2=C(N=CN1)NC(=C2)C2=CC=C(C=C2)NC(=O)C2=NC=CC(=C2)CN2C[C@@H](CCC2)NC(=O)C([C@@H](C)NC(OC(C)(C)C)=O)=C tert-butyl ((R)-3-(((R)-1-((2-((4-(4-morpholino-7H-pyrrolo[2,3-d]pyrimidin-6-yl)phenyl)carbamoyl)pyridin-4-yl)methyl)piperidin-3-yl)carbamoyl)but-3-en-2-yl)carbamate